(1S*,2S*)-N-(6-((2R,4S)-2-(6-cyclopropylimidazo[1,2-a]pyrimidin-2-yl)-4-hydroxypyrrolidin-1-yl)pyrimidin-4-yl)-2-(4-methylpyridin-2-yl)cyclopropane-1-carboxamide C1(CC1)C=1C=NC=2N(C1)C=C(N2)[C@@H]2N(C[C@H](C2)O)C2=CC(=NC=N2)NC(=O)[C@@H]2[C@H](C2)C2=NC=CC(=C2)C |o1:27,28|